FC(OC1=CC(=NC=C1F)NC(OC1=CC=CC=C1)=O)F phenyl (4-(difluoromethoxy)-5-fluoropyridin-2-yl)carbamate